methanesulfonamide dihydrochloride Cl.Cl.CS(=O)(=O)N